CN1CCC(CC1)N1C(C=CC=C1)N 1-(methylpiperidin-4-yl)pyridin-2-amine